2-(9Z,12Z)-octadecadienoyl-sn-glycero-3-phosphate C(C=CC=CCCCCCCCCCCCCC)(=O)O[C@H](CO)COP(=O)(O)O